ClC=1C(=CC(=C(C1)N1CC(CC1)O)F)OCC1=CC(=C(C=C1)F)F 1-(5-chloro-4-((3,4-difluorobenzyl)oxy)-2-fluorophenyl)pyrrolidin-3-ol